N-((2-(2,6-Dioxopiperidin-3-yl)-1-oxoisoindolin-5-yl)methyl)-1H-indazole-3-carboxamide O=C1NC(CCC1N1C(C2=CC=C(C=C2C1)CNC(=O)C1=NNC2=CC=CC=C12)=O)=O